1-methylcycloundecanol CC1(CCCCCCCCCC1)O